N-(4-((6,7-dimethoxyquinolin-4-yl)oxy)phenyl)-2-(4-(trifluoromethyl)phenyl)acetamide COC=1C=C2C(=CC=NC2=CC1OC)OC1=CC=C(C=C1)NC(CC1=CC=C(C=C1)C(F)(F)F)=O